3-(3,6-dihydro-2H-pyran-4-yl)pyridin-2-amine O1CCC(=CC1)C=1C(=NC=CC1)N